(S)-4-(1-(6-(4-fluoro-1H-pyrazol-1-yl)pyridin-3-yl)ethyl)-1-methyl-1,4,9-triazaspiro[5.5]undecane-2,5-dione FC=1C=NN(C1)C1=CC=C(C=N1)[C@H](C)N1CC(N(C2(C1=O)CCNCC2)C)=O